((3-(5-(methoxymethyl) isoxazol-3-yl)-[1,2,4]triazolo[3,4-a]phthalazin-6-yl) oxy) methylnicotinate CC1=C(C(=O)OOC2=NN3C(C4=CC=CC=C24)=NN=C3C3=NOC(=C3)COC)C=CC=N1